[Br-].ClC=1C=C(C=CC1F)C1=C(C=CC=C1)NC(=O)OC[N+]1(CCCC1)C (((3'-chloro-4'-fluoro-[1,1'-biphenyl]-2-yl-carbamoyl)oxy)methyl)-1-methylpyrrolidin-1-ium bromide